(R)-3-(1-acryloylpyrrolidin-3-yl)-7-amino-1-(4-(4-fluorophenoxy)phenyl)-1,5-dihydro-4H-pyrazolo[3,4-d]pyridazin-4-one C(C=C)(=O)N1C[C@@H](CC1)C1=NN(C=2C(=NNC(C21)=O)N)C2=CC=C(C=C2)OC2=CC=C(C=C2)F